COC(=O)C1=CC=C2C(=N1)C1(COC2=O)CC1 5'-oxo-5'H,7'H-spiro[cyclopropane-1,8'-pyrano[4,3-b]pyridine]-2'-carboxylic acid methyl ester